methyl-N-(N-tert-butoxycarbonyl-L-valyl)-L-proline C[C@@]1(N(CCC1)C([C@@H](NC(=O)OC(C)(C)C)C(C)C)=O)C(=O)O